N1C=NC=C1CN1N[C@@H](C(CC2=C1C=CC(=C2)C#N)S(=O)(=O)C=2SC=CC2)CC2=CC=CC=C2 (R)-1-((1H-imidazol-5-yl)methyl)-3-benzyl-4-(thiophen-2-ylsulfonyl)-2,3,4,5-tetrahydro-1H-benzodiazepine-7-formonitrile